O1CCOC2=NC(=CC=C21)N(C(C#CC)=O)C2=C(C=C(C(=C2)C)C#C[Si](C)(C)C)C N-(2,3-dihydro-[1,4]dioxino[2,3-b]pyridin-6-yl)-N-(2,5-dimethyl-4-((trimethylsilyl)ethynyl)phenyl)but-2-ynamide